4-(N-methyl-N-(3-(N-N-octyl-L-leucylamino)-4-methoxyphenyl)-amino)coumarin CN(C1=CC(=C(C=C1)OC)NC([C@@H](NCCCCCCCC)CC(C)C)=O)C1=CC(OC2=CC=CC=C12)=O